N1CC[C@@H](CCC1)C1=CC=2C(=NC=CC2NC=2C=CC3=C(N=CS3)C2)S1 (R)-N-(2-(azepan-4-yl)thieno[2,3-b]pyridin-4-yl)benzo[d]thiazol-5-amine